CN(CC(=O)N1N=CC2=CC(=CC=C12)NC1=NC(=NC=C1)C1=C(C=CC(=C1)C)C)C 2-(Dimethylamino)-1-(5-((2-(2,5-dimethylphenyl)pyrimidin-4-yl)amino)-1H-indazol-1-yl)ethan-1-one